methyl 6-((4-methoxybenzyl) (3-(1-(piperidin-4-yl)cyclopropyl) propyl)amino)picolinate COC1=CC=C(CN(C2=CC=CC(=N2)C(=O)OC)CCCC2(CC2)C2CCNCC2)C=C1